C(C)(C)(C)OC(=O)NC1CC(C1)CCN(S(=O)(=O)C1=C(C=CC=C1)[N+](=O)[O-])CCC1CC(C1)NC(OC(C)(C)C)=O tert-butyl N-(3-[2-[N-(2-[3-[(tert-butoxycarbonyl)amino]cyclobutyl]ethyl)-2-nitrobenzenesulfonamido]ethyl]cyclobutyl)carbamate